NC1=NN(C=C1)CCCC(=O)OC(C)(C)C tert-butyl 4-(3-amino-1H-pyrazol-1-yl)butanoate